4,5-dihydrobenzo[f][1,4]oxazepin-3(2H)-one O1CC(NCC2=C1C=CC=C2)=O